C12C(CC(C=C1)C2)C2NS(C1=C(N2)C=C(C(=C1)S(=O)(=O)N)Cl)(=O)=O 3-(bicyclo[2.2.1]hept-5-en-2-yl)-6-chloro-3,4-dihydro-2h-benzo[e][1,2,4]thiadiazine-7-sulfonamide-1,1-dioxide